ethyl (1R,2S)-2-[[4-[1-(2,6-dibenzyloxy-3-pyridyl)-3-methyl-2-oxo-benzimidazol-5-yl]phenyl]methyl]cyclopropanecarboxylate C(C1=CC=CC=C1)OC1=NC(=CC=C1N1C(N(C2=C1C=CC(=C2)C2=CC=C(C=C2)C[C@H]2[C@@H](C2)C(=O)OCC)C)=O)OCC2=CC=CC=C2